COCCOC=1C=C(C=CC1)[C@H](CC(=O)OC)CN1CC2(C1)CCN(CC2)CC2=NC=1NCCCC1C=C2 methyl (S)-3-(3-(2-methoxyethoxy)phenyl)-4-(7-((5,6,7,8-tetrahydro-1,8-naphthyridin-2-yl)methyl)-2,7-diazaspiro[3.5]nonan-2-yl)butanoate